NC1CCC(CC1)NC1=NC2=C(C=C(C=C2C=N1)C1=NC=C(C=N1)NS(=O)(=O)C1=C(C=CC=C1)Cl)CC N-(2-(2-(((1r,4r)-4-aminocyclohexyl)amino)-8-ethylquinazolin-6-yl)pyrimidin-5-yl)-2-chlorobenzenesulfonamide